(1-(3-chloro-4-(trifluoromethyl)phenyl)-3-azabicyclo[3.1.0]hex-3-yl)((5R)-7,7-dimethyl-5-phenyl-4,5,6,7-tetrahydropyrazolo[1,5-a]pyrimidin-3-yl)methanone ClC=1C=C(C=CC1C(F)(F)F)C12CN(CC2C1)C(=O)C=1C=NN2C1N[C@H](CC2(C)C)C2=CC=CC=C2